N[C@@H]1C[C@H](CCC1)CNC1=NN(C(=C1)C1=CC(=C(C#N)C=C1)F)C1=C(C=C(C=C1)N1CC(N(CC1)C)=O)F 4-(3-((((1S,3S)-3-aminocyclohexyl)-methyl)amino)-1-(2-fluoro-4-(4-methyl-3-oxopiperazin-1-yl)-phenyl)-1H-pyrazol-5-yl)-2-fluorobenzonitrile